(R)-azetidin-3-yl(3-methoxypyrrolidin-1-yl)methanone N1CC(C1)C(=O)N1C[C@@H](CC1)OC